BrC1(C(C2=C(N=C(S2)NC(C)=O)CC1)=O)Br N-(6,6-dibromo-7-oxo-4,5,6,7-tetrahydrobenzo[d]thiazole-2-yl)acetamide